OC=1C(=C(C=O)C=CC1O)OC 3,4-dihydroxy-2-methoxy-benzaldehyde